BrC1=C(C=NC=C1)O[C@H]1CN(CC1)C(=O)OC(C)(C)C |r| tert-butyl (3RS)-3-[(4-bromopyridin-3-yl)oxy]pyrrolidine-1-carboxylate